Anti-Methyl-Lysine CN[C@@H](CCCCN)C(=O)O